1-(4-(2-chloro-5-fluoropyrimidin-4-yl)pyridin-2-yl)cyclobutan-1-ol ClC1=NC=C(C(=N1)C1=CC(=NC=C1)C1(CCC1)O)F